N,N-bis(2-hydroxyethyl)aminoethylsulfonic acid OCCN(CCO)CCS(=O)(=O)O